C[Si](OC[C@H]1[C@@H](C[C@H]2OCC(=CC[C@@H]21)CCCC(=O)OC(C)C)OC2OCCCC2)(C(C)(C)C)C 2-propanyl 4-[(5aR,6S,7R,8aR)-6-({[dimethyl(2-methyl-2-propanyl)silyl]oxy}methyl)-7-(tetrahydro-2H-pyran-2-yloxy)-5,5a,6,7,8,8a-hexahydro-2H-cyclopenta[b]oxepin-3-yl]butanoate